C(#N)C=1C=C(C=CC1F)NC(=O)N1CC=2C(=NN3C2C(CCC(C3)(C)O)(F)F)CC1 N-(3-Cyano-4-fluorophenyl)-11,11-difluoro-8-hydroxy-8-methyl-3,4,8,9,10,11-hexahydro-1H-pyrido[4',3':3,4]pyrazolo[1,5-a]azepine-2(7H)-carboxamide